tert-butyl 2-(((tert-butyldiphenylsilyl)oxy)methyl)-5-formylpyrrolidine-1-carboxylate [Si](C1=CC=CC=C1)(C1=CC=CC=C1)(C(C)(C)C)OCC1N(C(CC1)C=O)C(=O)OC(C)(C)C